2-chloro-N1,N1,N3,N3-Tetraphenylbenzene-1,3-diamine ClC1=C(C=CC=C1N(C1=CC=CC=C1)C1=CC=CC=C1)N(C1=CC=CC=C1)C1=CC=CC=C1